C(C)(C)C1=C(C=CC=C1)C1C2C=CC(C1)C2 5-(isopropylphenyl)-bicyclo[2.2.1]hept-2-ene